O1C(OCC1)CCC1(CC(CCC1)C(C)C)OC(C)=O acetic acid 1-(2-(1,3-dioxolan-2-yl) ethyl)-3-isopropylcyclohexyl ester